6-Nitrospiro[benzo[e][1,3]oxazin-2,1'-cyclohexane]-4(3H)-one [N+](=O)([O-])C=1C=CC2=C(C(NC3(CCCCC3)O2)=O)C1